O[C@H]1CN(CCC1)C1=NC=2N(C(=N1)NCC1=CC=C(C=C1)NC(=O)C1CCOCC1)N=CC2C(C)C (R)-N-(4-(((2-(3-hydroxypiperidin-1-yl)-8-isopropylpyrazolo[1,5-a][1,3,5]triazin-4-yl)amino)methyl)phenyl)tetrahydro-2H-pyran-4-carboxamide